BrC1=CC(=C(C#N)C=C1)OCC1=CC=C(C=C1)OC 4-bromo-2-[(4-methoxyphenyl)methoxy]Benzonitrile